benzyl 4-[6-(methylcarbamoyl)imidazo[1,2-a]pyridin-2-yl]-3-oxo-2-[3-(p-tolylsulfonyloxy)propyl]piperazine-1-carboxylate CNC(=O)C=1C=CC=2N(C1)C=C(N2)N2C(C(N(CC2)C(=O)OCC2=CC=CC=C2)CCCOS(=O)(=O)C2=CC=C(C=C2)C)=O